FC(C1=NN=C(O1)C=1C=NC(=NC1)CN(S(=O)(=O)C)C1=CC=CC=C1)F N-((5-(5-(difluoromethyl)-1,3,4-oxadiazol-2-yl)pyrimidin-2-yl)methyl)-N-phenylmethanesulfonamide